1-(5-(8-aminoimidazo[1,2-a][1,6]naphthyridin-4-yl)-4-methylpyridin-2-yl)butan-1-one NC1=NC=C2C=C(C=3N(C2=C1)C=CN3)C=3C(=CC(=NC3)C(CCC)=O)C